(2S,4R)-1-[(2S)-2-[4-(2-fluoro-5-methyl-3-pyridyl)triazol-1-yl]-3,3-dimethyl-butanoyl]-4-hydroxy-N-methyl-pyrrolidine-2-carboxamide FC1=NC=C(C=C1C=1N=NN(C1)[C@H](C(=O)N1[C@@H](C[C@H](C1)O)C(=O)NC)C(C)(C)C)C